C(C1=CC=CC=C1)N1C(NC(C1=O)(C1=CC=CC=C1)CC)=O 3-benzyl-5-ethyl-5-phenyl-2,4-imidazolidinedione